FC1=C(C(=CC(=C1)C#CC1=CC(=C(C(=C1)OC)OC)OC)[N+](=O)[O-])OC 1-fluoro-2-methoxy-3-nitro-5-((3,4,5-trimethoxyphenyl)ethynyl)benzene